2-((2R,4R)-1-acryloyl-4-(7-bromo-8-chloro-4-(3-(dimethylamino)azetidin-1-yl)-6-fluoro-1H-imidazo[4,5-c]quinolin-1-yl)pyrrolidin-2-yl)acetonitrile C(C=C)(=O)N1[C@H](C[C@H](C1)N1C=NC=2C(=NC=3C(=C(C(=CC3C21)Cl)Br)F)N2CC(C2)N(C)C)CC#N